3-(3-fluorophenyl)-3-oxo-propionitrile FC=1C=C(C=CC1)C(CC#N)=O